Cl.C(C=C)OC(NCCN)=O (2-aminoethyl)carbamic acid allyl ester hydrochloride